bis-neopentyl glycol phosphate P(=O)(O)(O)O.OCC(C)(CO)C.OCC(C)(CO)C